[N+](=O)([O-])[O-].[La+3].C=1(C(O)=CC=CC1)OC.[N+](=O)([O-])[O-].[N+](=O)([O-])[O-] guaiacol lanthanum nitrate